2-((5-(2,6-Diazaspiro[3.4]oct-6-yl)-1,2,4-triazin-6-yl)oxy)-N-ethyl-5-fluoro-N-isopropylbenzamide hydrochloride Cl.C1NCC12CN(CC2)C=2N=CN=NC2OC2=C(C(=O)N(C(C)C)CC)C=C(C=C2)F